5-(3,6-dihydro-2H-pyran-5-yl)thiazolo[5,4-b]pyridin-2-amine O1CCC=C(C1)C1=CC=C2C(=N1)SC(=N2)N